C1(CCCC1)CC(=O)NC1=CSC(=C1)C1=NC(=CN=C1)C1=CC(=C(C=C1)CN1CCOCC1)OC 2-cyclopentyl-N-(5-(6-(3-methoxy-4-(morpholinomethyl)phenyl)pyrazin-2-yl)thiophen-3-yl)acetamide